4-cyclopropyl-3-(2-methylindazol-4-yl)-N-[4-(trifluoromethyl)pyridine-2-yl]-1,2-thiazole-5-carboxamide C1(CC1)C=1C(=NSC1C(=O)NC1=NC=CC(=C1)C(F)(F)F)C=1C2=CN(N=C2C=CC1)C